BrC=1C=C(OC2=C(C=C(C=C2Cl)N2N=C(C(NC2=O)=O)NC([O-])=O)Cl)C=CC1NC(C=CC(C)C)=O [2-[4-[3-bromo-4-[[4-methylpent-2-enoyl]amino]phenoxy]-3,5-dichloro-phenyl]-3,5-dioxo-1,2,4-triazin-6-yl]carbamate